3,4-dimethylbenzoyl ketone CC=1C=C(C(=O)C(=O)C(C2=CC(=C(C=C2)C)C)=O)C=CC1C